tert-Butyl 9'-((2-chloro-4-phenoxyphenyl)(hydroxy)methyl)-3'-oxo-1',3',4',7'-tetrahydrospiro[piperidine-3,2'-pyrrolo[3',2':5,6]pyrido[3,4-b]pyrazine]-1-carboxylate ClC1=C(C=CC(=C1)OC1=CC=CC=C1)C(C1=CNC2=C1C1=C(NC(C3(N1)CN(CCC3)C(=O)OC(C)(C)C)=O)C=N2)O